3-[[4-[(2R)-2-[(6-bromofuro[2,3-b]pyrazin-2-yl)methylamino]-3-(1-methylcyclopropyl)propoxy]-6-(2,6-dimethylphenyl)pyrimidin-2-yl]sulfamoyl]benzoic acid BrC1=CC=2C(=NC=C(N2)CN[C@@H](COC2=NC(=NC(=C2)C2=C(C=CC=C2C)C)NS(=O)(=O)C=2C=C(C(=O)O)C=CC2)CC2(CC2)C)O1